C(C1=CC=CC=C1)OC1=NC(=NC=C1)C1=CC=C(C=C1)CC(=O)O 2-[4-(4-benzyloxypyrimidin-2-yl)phenyl]acetic acid